2-[3-(2-formyl-3-hydroxyphenoxy)azetidin-1-yl]-N-[(2E)-1-(2-hydroxy-2-methylpropyl)-6-[(4-methylpiperazin-1-yl)methyl]-3H-1,3-benzodiazol-2-ylidene]pyridine-4-carboxamide C(=O)C1=C(OC2CN(C2)C2=NC=CC(=C2)C(=O)/N=C/2\NC3=C(N2CC(C)(C)O)C=C(C=C3)CN3CCN(CC3)C)C=CC=C1O